CC(CCNC1=NC(=NC=C1C(=O)N)NC=1C=NN(C1)C)(C)C 4-[(3,3-dimethyl-butyl)amino]-2-[(1-methyl-1H-pyrazol-4-yl)amino]pyrimidin-5-carboxamide